NC1=NC=C2N(C(N(C2=N1)[C@@H]1O[C@@H]([C@H]([C@H]1O)F)CO)=O)CCCC 2-amino-7-butyl-9-((2R,3S,4S,5R)-4-fluoro-3-hydroxy-5-(hydroxymethyl)tetrahydrofuran-2-yl)-7,9-dihydro-8H-purin-8-one